BrP(C1=CC=CC=C1)(C1=CC=CC=C1)(C1=CC=CC=C1)CC bromo-ethyl-triphenyl-λ5-phosphane